(3S,4S,5S)-5-(5,7-dichloro-6-fluoro-1,2,3,4-tetrahydroquinoline-1-carbonyl)-3,4-dihydroxy-1-(6-methyl-4-(trifluoromethyl)pyridin-2-yl)pyrrolidin-2-one ClC1=C2CCCN(C2=CC(=C1F)Cl)C(=O)[C@@H]1[C@@H]([C@@H](C(N1C1=NC(=CC(=C1)C(F)(F)F)C)=O)O)O